COC=1C=C(C=CC1OC)NC=1C=2N(C=C(N1)C1=CC=3OC(C(NC3N=C1)=O)(C)C)N=CN2 7-(8-((3,4-dimethoxyphenyl)amino)-[1,2,4]triazolo[1,5-a]pyrazin-6-yl)-2,2-dimethyl-2H-pyrido[3,2-b][1,4]oxazin-3(4H)-one